4-chloro-N1-[(3,4-difluorophenyl)methyl]-6-fluoro-N3-[4-(2-hydroxypropan-2-yl)phenyl]benzene-1,3-dicarboxamide ClC1=C(C=C(C(=C1)F)C(=O)NCC1=CC(=C(C=C1)F)F)C(=O)NC1=CC=C(C=C1)C(C)(C)O